2-cyanobenzene-1-sulfonyl chloride C(#N)C1=C(C=CC=C1)S(=O)(=O)Cl